ethyl (4S)-4-amino-2-((tert-butyldimethylsilyl)oxy)-5,5,5-trifluoropentanoate hydrochloride Cl.N[C@@H](CC(C(=O)OCC)O[Si](C)(C)C(C)(C)C)C(F)(F)F